1,2,4-triazole-3,5-diamine N=1N=C(NC1N)N